1-cyclopent-3-en-1-yl-3-(difluoromethyl)-4-nitro-pyrazole C1(CC=CC1)N1N=C(C(=C1)[N+](=O)[O-])C(F)F